C(C1=CC=CC=C1)OC(=O)N[C@H](C(=O)NC(C(=O)N[C@H](C(=O)OC)C[C@H]1C(NCC1)=O)CC1CCC(CC1)(F)F)CC1=CC=CC2=CC=CC=C12 methyl (2S)-2-[[2-[[(2S)-2-(benzyloxycarbonylamino)-3-(1-naphthyl)propanoyl]amino]-3-(4,4-difluorocyclohexyl)propanoyl]amino]-3-[(3S)-2-oxopyrrolidin-3-yl]propanoate